COC(C(CC1CCC(CC1)(F)F)NC)=O methyl-3-(4,4-difluorocyclohexyl)-2-(methylamino)propanoate